(R)-2,2-difluoro-N-(3-(6-(1-hydroxyethyl)-4-methylpyridin-3-yl)-1,6-naphthyridin-7-yl)cyclopropane-1-carboxamide FC1([C@H](C1)C(=O)NC1=NC=C2C=C(C=NC2=C1)C=1C=NC(=CC1C)C(C)O)F